1-(4-{2-[1-(2-Ethoxy-ethyl)-1H-pyrazol-4-ylamino]-thiazol-4-yl}-3-fluoro-phenyl)-pyrrolidin-2-one C(C)OCCN1N=CC(=C1)NC=1SC=C(N1)C1=C(C=C(C=C1)N1C(CCC1)=O)F